FC(C)(F)C1=NC(=CC(=N1)NC1=CC(=NC=C1C=1N=NN(C1)C)NC(C)=O)C N-(4-((2-(1,1-difluoroethyl)-6-methylpyrimidin-4-yl)amino)-5-(1-methyl-1H-1,2,3-triazol-4-yl)pyridin-2-yl)acetamide